O1CCOC2=C1C=CC(=C2)/C=C/C(=O)C2=C(C=C(C=C2)OCOC)O (E)-3-(2,3-Dihydro-1,4-benzodioxin-6-yl)-1-[2-hydroxy-4-(methoxymethoxy)phenyl]prop-2-en-1-one